NC1=NNC2=CC=C(C(=C12)C1=C(C=C2C(=NC(=NC2=C1F)N1CC(C1)N(C)C)N1C[C@H](N(CC1)C(C=C)=O)C)Cl)C 1-((2R)-4-(7-(3-amino-5-methyl-1H-indazol-4-yl)-6-chloro-2-(3-(dimethylamino)azetidin-1-yl)-8-fluoroquinazolin-4-yl)-2-methylpiperazin-1-yl)prop-2-en-1-one